N=1N(C=C2C1C=NC=C2)C[C@@]2(C[C@]1(CN(C(C1=O)=O)C1=CC=C(C=N1)P(OCC)(OCC)=O)CCC2)C Diethyl (6-((5S,7S)-7-((2H-pyrazolo[3,4-c]pyridin-2-yl)methyl)-7-methyl-2-oxo-1-oxo-3-azaspiro[4.5]dec-3-yl)pyridin-3-yl)phosphonate